2-FORMYL-4-PICOLINE C(=O)C1=NC=CC(=C1)C